3-(3-azidophenyl)-3-hydroxy-1-methylpyrrolidin-2-One N(=[N+]=[N-])C=1C=C(C=CC1)C1(C(N(CC1)C)=O)O